5-Bromo-N-(3-chloro-5-(methylsulfonyl)phenyl)-2-hydroxy-3-(trifluoromethoxy)benzenesulfonamide BrC=1C=C(C(=C(C1)S(=O)(=O)NC1=CC(=CC(=C1)S(=O)(=O)C)Cl)O)OC(F)(F)F